tert-Butyl 3-(2-{cyclooctyl[(3-methylisoxazole-4-carbonyl)amino]methyl}-4-fluoro-1H-benzimidazol-5-yl)propanoate C1(CCCCCCC1)C(C1=NC2=C(N1)C=CC(=C2F)CCC(=O)OC(C)(C)C)NC(=O)C=2C(=NOC2)C